ClC=1C(=C(C=CC1)[C@H]1[C@@H](N[C@H]([C@]1(C#N)C1=C(C=C(C=C1)Cl)F)CC(C)(C)C)C(=O)O)F (2R,3S,4R,5S)-3-(3-chloro-2-fluoro-phenyl)-4-(4-chloro-2-fluoro-phenyl)-4-cyano-5-(2,2-bisMethylpropyl)pyrrolidine-2-carboxylic acid